BrC=1C=NC=2N(C1)N=C(C2)C(C)(C)C 6-bromo-2-(tert-butyl)pyrazolo[1,5-a]Pyrimidine